Racemic-(cis)-Methyl 10-(3-((bis(4-methoxyphenyl)(phenyl)methoxy)-methyl)-4-(hydroxymethyl)-3,4-dimethylpyrrolidin-1-yl)-10-oxodecanoate COC1=CC=C(C=C1)C(OC[C@@]1(CN(C[C@]1(C)CO)C(CCCCCCCCC(=O)OC)=O)C)(C1=CC=CC=C1)C1=CC=C(C=C1)OC